isobutyl 2-methylbutyrate CC(C(=O)OCC(C)C)CC